C(C)(C)(C)OC(=O)NC1(CC2=CC(=CC=C2CC1)OC1=CC2=CC=C(C=C2C=C1)F)C(=O)OC methyl 2-((tert-butoxycarbonyl)amino)-7-((6-fluoronaphthalen-2-yl)oxy)-1,2,3,4-tetrahydronaphthalene-2-carboxylate